8-methoxy-6-(3-(5-(1-((tetrahydro-2H-pyran-4-yl)methyl)piperidin-4-yl)pyridin-2-yl)-4-(2,2,2-trifluoroethyl)-1H-pyrazol-5-yl)-[1,2,4]triazolo[1,5-a]pyridine COC=1C=2N(C=C(C1)C1=C(C(=NN1)C1=NC=C(C=C1)C1CCN(CC1)CC1CCOCC1)CC(F)(F)F)N=CN2